C(C)(C)(C)C1=NC=C(C(=N1)OC1CCCC1)C(=O)N[C@@H](C)\C=C\S(=O)(=O)C (S,E)-2-(tert-butyl)-4-(cyclopentyloxy)-N-(4-(methylsulfonyl)but-3-en-2-yl)pyrimidine-5-carboxamide